(R)-3-Hydroxy-3-(3-(3-(2-(((1S,3R)-3-hydroxycyclopentyl)amino)pyrimidin-4-yl)phenyl)isoxazol-5-yl)-1-methylpyrrolidin-2-one O[C@@]1(C(N(CC1)C)=O)C1=CC(=NO1)C1=CC(=CC=C1)C1=NC(=NC=C1)N[C@@H]1C[C@@H](CC1)O